FC(C(=O)O)(F)F.ClC=1C(=NC(=C(C=O)C1)OCC=1C=NC=C(C1)S(=O)(=O)C)OCC=1C(=C(C=CC1)C1=C(C(=CC=C1)C1=CC=C(C=C1)OCCNCCO)Cl)Cl 5-chloro-6-((2,2'-dichloro-4''-(2-((2-hydroxyethyl)amino)ethoxy)-[1,1':3',1''-terphenyl]-3-yl)methoxy)-2-((5-(methylsulfonyl)pyridin-3-yl)methoxy)nicotinaldehyde 2,2,2-trifluoroacetate